3-bromo-N,N-bis(4-methoxybenzyl)-4-(trifluoromethyl)aniline BrC=1C=C(N(CC2=CC=C(C=C2)OC)CC2=CC=C(C=C2)OC)C=CC1C(F)(F)F